IC1=CC2=C(NC(=N2)C(=O)O)C=C1 5-iodo-1H-benzo[d]imidazole-2-carboxylic acid